N-oleoyl-N'-hydroxyethyl-N'-carboxymethyl-ethylenediamine sodium [Na].C(CCCCCCC\C=C/CCCCCCCC)(=O)NCCN(CC(=O)O)CCO